3-(trifluoromethyl)-1,2-oxazole-5-carboxamide FC(C1=NOC(=C1)C(=O)N)(F)F